4-(4-(trifluoromethoxy)phenyl)piperidin tert-butyl-(((1r,4r)-4-((4-nitrophenoxy)methyl)cyclohexyl)methyl)carbamate C(C)(C)(C)N(C(O)=O)CC1CCC(CC1)COC1=CC=C(C=C1)[N+](=O)[O-].FC(OC1=CC=C(C=C1)C1CCNCC1)(F)F